FC(C1=CC=C(C=C1)N1CC2N(C=3C=CC=CC13)CCC(C2)C(=O)O)(F)F 5-(4-(trifluoromethyl)phenyl)-6,6a,7,8,9,10-hexahydro-5H-pyrido[1,2-a]quinoxaline-8-carboxylic acid